C(C1=CC=CC=C1)N(C(C(F)(F)F)=O)CCC(=O)O 3-(N-benzyl-2,2,2-trifluoroacetamido)propionic acid